4-Chloro-2',3',5',6'-tetrahydro-5H-spiro[furo[3,4-b]pyridine-7,4'-pyran] ClC1=C2C(=NC=C1)C1(CCOCC1)OC2